ClC1=C(C(=C(C(=C1C#N)Cl)Cl)Cl)C#N 2,4,5,6-tetrachloro-1,3-benzenedicarbonitrile